2-chloro-N4-(3-fluoro-4-(1-methyl-4-(trifluoromethyl)-1H-imidazol-2-yl)benzyl)-N5-methylpyrimidine-4,5-diamine ClC1=NC=C(C(=N1)NCC1=CC(=C(C=C1)C=1N(C=C(N1)C(F)(F)F)C)F)NC